S1C(=CC=C1)C1=CN=C2N1N=C(C=C2)C2=CC=C(C=C2)CO [4-[3-(2-thienyl)imidazo[1,2-b]pyridazin-6-yl]phenyl]methanol